(3-Bromopropyl)triphenylphosphonium bromide [Br-].BrCCC[P+](C1=CC=CC=C1)(C1=CC=CC=C1)C1=CC=CC=C1